BrC=1C=C(C(=O)NC2C(CCCC2)NC(C2=CC(=C(C=C2)N)Br)=O)C=CC1N N,N'-bis(3-bromo-4-aminobenzoyl)cyclohexane-1,2-diamine